C(C)(=O)C1=C(C=C(C=C1C)C)C acetyl-(mesitylene)